[K].N1(CCCCC1)C[B-](F)(F)F.[H+] (piperidin-1-yl)methyltrifluoroboric acid potassium salt